cis-3-methoxy-3-methyl-1-(5-(2-methyl-2H-pyrazolo[3,4-b]pyridin-5-yl)[1,3]thiazolo[5,4-b]pyridin-2-yl)cyclobutanol COC1(CC(C1)(O)C=1SC2=NC(=CC=C2N1)C1=CC=2C(N=C1)=NN(C2)C)C